7-cyclopentyl-N,N-dimethyl-2-{[5-(piperazin-1-yl)-pyridin-2-yl]amino}-7H-pyrrolo[2,3-D]pyrimidine-6-carboxamide C1(CCCC1)N1C(=CC2=C1N=C(N=C2)NC2=NC=C(C=C2)N2CCNCC2)C(=O)N(C)C